ClC=1C=C(NC2(CCC3([C@H](CC4=CC=CC=C34)C[C@@H](COC=3C=NC=CC3)C3=CC=CC=C3)CC2)C(=O)O)C=CC1 (1r,2'S,4S)-4-(3-chloroanilino)-2'-{(2R)-2-phenyl-3-[(pyridin-3-yl)oxy]propyl}-2',3'-dihydrospiro[cyclohexane-1,1'-indene]-4-carboxylic acid